FC(C=1C(NC=C(C1)CNC1CC(C1)C(=O)N1[C@H]2CN(CC1CC2)C2=NC=C(C=N2)C(F)(F)F)=O)(F)F 3-(trifluoromethyl)-5-((((1R,3R)-3-(3-(5-(trifluoromethyl)pyrimidin-2-yl)-3,8-diazabicyclo[3.2.1]octane-8-carbonyl)cyclobutyl)amino)methyl)pyridin-2(1H)-one